C(C=C)(=O)OCCC(OC=C)C 3-Methyl-3-vinyloxypropyl acrylate